C(C)OC(CCC1=CC=C(C=C1)B(O)O)=C=O 4-(3-ethoxy-3-carbonylpropyl)phenylboronic acid